2-phenylpropan-2-amine C1(=CC=CC=C1)C(C)(C)N